(4S)-2,2-dimethyl-1,3-dioxolane-4-formaldehyde CC1(OC[C@H](O1)C=O)C